FC(CN1N=CC=2C1=NC(=CN2)N2CC1(CN(C1)C1=CC(=NC=C1CCC)C(F)(F)F)CC2)F 1-(2,2-difluoroethyl)-6-(2-(5-propyl-2-(trifluoromethyl)pyridin-4-yl)-2,6-diazaspiro[3.4]octan-6-yl)-1H-pyrazolo[3,4-b]pyrazine